(R)-4-{2-[(6-bromoquinolin-2-yl)oxy]ethyl}-1,3-dimethylpiperazin-2-one BrC=1C=C2C=CC(=NC2=CC1)OCCN1[C@@H](C(N(CC1)C)=O)C